2-(Benzo[d][1,3]dioxol-5-ylmethyl)-N4-(furan-2-ylmethyl)quinazoline-2,4-diamine O1COC2=C1C=CC(=C2)CC2(NC1=CC=CC=C1C(=N2)NCC=2OC=CC2)N